4-(2-(4-Chloro-2-fluorophenyl)-6-fluoro-2-methylbenzo[d][1,3]dioxol-4-yl)piperidine ClC1=CC(=C(C=C1)C1(OC2=C(O1)C=C(C=C2C2CCNCC2)F)C)F